(2-chloro-3-fluorophenyl)(2,2-difluorocyclopropyl)methanone ClC1=C(C=CC=C1F)C(=O)C1C(C1)(F)F